Quinazoline-8-carboxylic acid methyl ester COC(=O)C=1C=CC=C2C=NC=NC12